BrC1=CC(=C(CNC2CC(CC2)C(=O)NC2=CC(=C(C=C2)C)OC)C(=C1)[N+](=O)[O-])C 3-((4-bromo-2-methyl-6-nitrobenzyl)amino)-N-(3-methoxy-4-methylphenyl)cyclopentanecarboxamide